C(C)OC(=O)C1=NN(C(=C1CCN[C@@H]1C(N(C2=C(OC1)C=C1C(=C2)N(C(N1C)=O)C)C)=O)Cl)CC1=CC=CC=C1 (S)-1-benzyl-5-chloro-4-(2-((1,3,9-trimethyl-2,8-dioxo-2,3,6,7,8,9-hexahydro-1H-imidazo[4',5':4,5]benzo[1,2-b][1,4]oxazepin-7-yl)amino)ethyl)-1H-pyrazole-3-carboxylic acid ethyl ester